COCC(CNC1=CC=C(C=C1)NCC(COC)O)O 1,4-bis[3-methoxy-2-hydroxy-propylamino]benzene